FC1(CCC(CC1)N(C1C(CN(CC1)C1=C(C(N(C=2C=CC(=NC12)C#N)C)=O)C#N)C)C)F 8-(4-((4,4-Difluorocyclohexyl)(methyl)amino)-3-methylpiperidin-1-yl)-5-methyl-6-oxo-5,6-dihydro-1,5-naphthyridin-2,7-dicarbonitril